COC1CC(C1)C1=CN(C=2N=CC=3C=CC(=CC3C21)C=2C=NN(C2)C)S(=O)(=O)C2=CC=C(C)C=C2 1-(3-methoxycyclobutyl)-8-(1-methyl-1H-pyrazol-4-yl)-3-tosyl-3H-pyrrolo[2,3-c]isoquinoline